ClC1=NC=CC(=N1)\C=C\OCC 2-chloro-4-[(E)-2-ethoxyvinyl]pyrimidine